4-((2-fluorophenyl)ethynyl)-N-((2-methyltetrahydrofuran-2-yl)methyl)benzamide FC1=C(C=CC=C1)C#CC1=CC=C(C(=O)NCC2(OCCC2)C)C=C1